FC1=C(C(=CC=C1NCCNCCCF)F)[C@H]1N([C@@H](CC2=C1NC1=CC=C(C=C21)F)C)CC(CO)(F)F 3-((1R,3R)-1-(2,6-difluoro-3-((2-((3-fluoropropyl)amino)ethyl)amino)phenyl)-6-fluoro-3-methyl-1,3,4,9-tetrahydro-2H-pyrido[3,4-b]indol-2-yl)-2,2-difluoropropan-1-ol